Methyl 2-[6-(1,1-difluoropropyl) pyridin-3-yl]-5-[({1-[4-(trifluoromethoxy) phenyl]cyclopropyl}carbonyl) amino]benzoate FC(CC)(F)C1=CC=C(C=N1)C1=C(C(=O)OC)C=C(C=C1)NC(=O)C1(CC1)C1=CC=C(C=C1)OC(F)(F)F